tributyl-(vinyl)-λ4-stannane C(CCC)[Sn](C=C)(CCCC)CCCC